2-fluoro-6-(4-methoxyfurfurylamino)-9-(oxetan-2-yl)-9H-purine FC1=NC(=C2N=CN(C2=N1)C1OCC1)NCC1=CC(=CO1)OC